C(C)(C)(C)OC(=O)N1CCC(CC1)C=1SC2=C(N1)C=CC(=C2)C(=O)O 2-(1-(tert-butoxycarbonyl)piperidin-4-yl)benzo[d]thiazole-6-carboxylic acid